BrC=1C=C2C(=CN1)NC=C2 5-bromo-1H-pyrrolo[2,3-c]pyridin